N-(6-(3-bromo-5-hydroxyphenyl)-4-methoxybenzo[d]isoxazol-3-yl)-2,6-dimethoxybenzenesulfonamide BrC=1C=C(C=C(C1)O)C1=CC2=C(C(=NO2)NS(=O)(=O)C2=C(C=CC=C2OC)OC)C(=C1)OC